Methyl 3-(8-amino-3-(2-methyl-5-(methylsulfonyl)phenyl)imidazo[1,2-a]pyrazine-6-carboxamido)piperidine-1-carboxylate Trifluoroacetate Salt FC(C(=O)O)(F)F.NC=1C=2N(C=C(N1)C(=O)NC1CN(CCC1)C(=O)OC)C(=CN2)C2=C(C=CC(=C2)S(=O)(=O)C)C